bis(2,4,6-trimethylbenzoylphenyl)phosphine oxide CC1=C(C(=O)C2=C(C=CC=C2)P(C2=C(C=CC=C2)C(C2=C(C=C(C=C2C)C)C)=O)=O)C(=CC(=C1)C)C